methyl 4-(5-(bromomethyl)-3-(trifluoromethyl)-1H-pyrazol-1-yl)benzoate BrCC1=CC(=NN1C1=CC=C(C(=O)OC)C=C1)C(F)(F)F